C(C)C(C(=O)O)CC(=O)C.O=C(CCC(=O)OCC)C ethyl 4-oxopentanoate (ethyl levulinate)